CC(C)(COP(=O)(O)OP(=O)(O)OC[C@@H]1[C@H]([C@H]([C@@H](O1)N2C=NC3=C(N=CN=C32)N)O)OP(=O)(O)O)[C@H](C(=O)NCCC(=O)NCCSC(=O)CCCCCCC/C=C\\CCCCCCCCO)O The molecule is an omega-hydroxy fatty acyl-CoA that results from the formal condensation of the thiol group of coenzyme A with the carboxy group of 18-hydroxyoleic acid. It is an omega-hydroxy fatty acyl-CoA, a long-chain fatty acyl-CoA, an unsaturated fatty acyl-CoA and a monounsaturated fatty acyl-CoA. It derives from an oleic acid. It is a conjugate acid of a 18-hydroxyoleoyl-CoA(4-).